O1CC[C@H]2[C@@H]1[C@H]1CC[C@@H]2N1 (3aR,4S,7R,7aR)-octahydro-4,7-epiminobenzofuran